2,2-bis(bromomethyl)-1,3-propanediol BrCC(CO)(CO)CBr